3-phenoxyaniline O(C1=CC=CC=C1)C=1C=C(N)C=CC1